1-(4-methoxynaphthalene-1-yl)-2-(4-methylphenyl)ethane tert-butyl-(R)-((8-(2,3-dimethylpyridin-4-yl)chroman-4-yl)methyl)carbamate C(C)(C)(C)N(C(O)=O)C[C@@H]1CCOC2=C(C=CC=C12)C1=C(C(=NC=C1)C)C.COC1=CC=C(C2=CC=CC=C12)CCC1=CC=C(C=C1)C